Cl.CC1=CC=C(C=C1)NN 4-Methylphenylhydrazine hydrochloride